(2R,4r,6S)-tert-butyl 4-(2-((trans)-4-aminocyclohexyl) ethoxy)-2,6-dimethylpiperidine-1-carboxylate N[C@@H]1CC[C@H](CC1)CCOC1C[C@H](N([C@H](C1)C)C(=O)OC(C)(C)C)C